5-Bromo-1-methyl-3-(5-propionyl-4,5,6,7-tetrahydropyrazolo[1,5-a]pyrazin-2-ylamino)pyridin-2(1H)-one BrC=1C=C(C(N(C1)C)=O)NC1=NN2C(CN(CC2)C(CC)=O)=C1